1-[3-(1-hydroxyethyl)-6-[5-(2-oxa-5-azaspiro[3.4]oct-5-yl)benzimidazol-1-yl]-2-pyridinyl]-5-methyl-pyrazole-3-carbonitrile OC(C)C=1C(=NC(=CC1)N1C=NC2=C1C=CC(=C2)N2C1(COC1)CCC2)N2N=C(C=C2C)C#N